(R)-2-(6-(5-(1-(3,5-dichloropyridin-4-yl)ethoxy)-1H-indazol-3-yl)pyridazin-3-yl)-8-oxa-2,5-diazaspiro[3.5]nonane ClC=1C=NC=C(C1[C@@H](C)OC=1C=C2C(=NNC2=CC1)C1=CC=C(N=N1)N1CC2(C1)NCCOC2)Cl